CC1(CCN(C(O1)=O)CCCNC1=NC(=NC=C1C(F)(F)F)NC=1C(=NN(C1)C1CC2CCC(C1)N2C)C)C 6,6-dimethyl-3-(3-((2-((3-methyl-1-(8-methyl-8-azabicyclo[3.2.1]octan-3-yl)-1H-pyrazol-4-yl)amino)-5-(trifluoromethyl)pyrimidin-4-yl)amino)propyl)-1,3-oxazinan-2-one